3-[(3R)-3-[3-[5-chloro-4-[[(1R)-1-(2-chloro-4-fluoro-phenyl)ethyl]amino]pyrimidin-2-yl]cyclobutyl]-1-piperidyl]-1-methyl-cyclobutanecarboxylic acid ClC=1C(=NC(=NC1)C1CC(C1)[C@@H]1CN(CCC1)C1CC(C1)(C(=O)O)C)N[C@H](C)C1=C(C=C(C=C1)F)Cl